4-((4-amino-2-(ethoxymethyl)-1H-imidazo[4,5-c]quinolin-9-yl)oxy)-2-methylbutan-2-ol NC1=NC=2C=CC=C(C2C2=C1N=C(N2)COCC)OCCC(C)(O)C